C(#N)C=1C=C(C=NC1N1N=CC=N1)NC(=O)C=1C=NN(C1C(F)(F)F)C1=CC=NC=2N1C=CN2 N-(5-cyano-6-(2H-1,2,3-triazol-2-yl)pyridin-3-yl)-1-(imidazo[1,2-a]pyrimidin-5-yl)-5-(trifluoromethyl)-1H-pyrazole-4-carboxamide